The molecule is a HODE that consists of 9Z,11E-octadecadienoic acid carrying a 13-hydroxy substituent. It has a role as a metabolite. It is a conjugate acid of a 13-HODE(1-). CCCCCC(/C=C/C=C\\CCCCCCCC(=O)O)O